(S)-2-(piperazine-1-carbonyl)azetidine-1-carboxylic acid tert-butyl ester C(C)(C)(C)OC(=O)N1[C@@H](CC1)C(=O)N1CCNCC1